NC(C(/C=C/[C@H](CC(C)C)NC([O-])=O)(C)C)=O (S,E)-(8-amino-2,7,7-trimethyl-8-oxooct-5-en-4-yl)carbamate